COC(NC=1N=NC=CC1)=O pyridazin-3-yl-carbamic acid methyl ester